C(=CC1=CC=CC=C1)C1=C(C(=C(C=C1)OC1=C(C(=C(C=C1)C=CC1=CC=CC=C1)C=CC1=CC=CC=C1)C=CC1=CC=CC=C1)C=CC1=CC=CC=C1)C=CC1=CC=CC=C1 trisstyrylphenyl ether